C1(CC1)C1=NNC2=CC=C(C=C12)C1=CN=C2N1N=C(C=C2)N2CC1CCC(C2)O1 3-(3-(3-cyclopropyl-1H-indazol-5-yl)imidazo[1,2-b]pyridazine-6-yl)-8-oxa-3-azabicyclo[3.2.1]octane